1-Methyl-2-oxo-4-{4-[4-(trifluoromethoxy)phenyl]piperidin-1-yl}-1,2-dihydro-quinoline-3-carbonitrile CN1C(C(=C(C2=CC=CC=C12)N1CCC(CC1)C1=CC=C(C=C1)OC(F)(F)F)C#N)=O